1-ethyl-1H-pyrazol-5-yl-1,3-dimethyl-1H-pyrazole-4-carboxylate C(C)N1N=CC=C1C1=C(C(=NN1C)C)C(=O)[O-]